(2-chloro-4-phenoxyphenyl)((S)-2-(methoxymethyl)-2-methyl-3-(methylsulfanyl)-2,7-dihydro-1H-pyrrolo[3',2':5,6]pyrido[3,4-b]pyrazin-9-yl)methanol ClC1=C(C=CC(=C1)OC1=CC=CC=C1)C(O)C1=CNC2=C1C1=C(N=C([C@](N1)(C)COC)SC)C=N2